6-chloro-1-cyclopropyl-1,3-dihydrofuro[3,4-c]pyridin-3-ol ClC1=CC2=C(C=N1)C(OC2C2CC2)O